1,4-bis(trimethoxysilylethyl)benzene CO[Si](OC)(OC)CCC1=CC=C(C=C1)CC[Si](OC)(OC)OC